6-(2-chloro-3-methoxyphenyl)-N-(2-methoxyethyl)-2-(1-methyl-1H-imidazol-2-yl)-5-phenylpyrrolo[2,1-f][1,2,4]triazin-4-amine ClC1=C(C=CC=C1OC)C=1C(=C2C(=NC(=NN2C1)C=1N(C=CN1)C)NCCOC)C1=CC=CC=C1